2-(4-chloro-3-fluorophenoxy)-N-(3-{4-[(3S)-3-(trifluoromethoxy)pyrrolidine-1-carbonyl]-1H-1,2,3-triazol-1-yl}bicyclo[1.1.1]pentan-1-yl)acetamide ClC1=C(C=C(OCC(=O)NC23CC(C2)(C3)N3N=NC(=C3)C(=O)N3C[C@H](CC3)OC(F)(F)F)C=C1)F